N-{[1-({[(1R)-1-(4-Chlorophenyl)-2-[(4-chlorophenyl)methyl]-5-(2-hydroxypropan-2-yl)-3-oxo-2,3-dihydro-1H-isoindol-1-yl]oxy}methyl)cyclopropyl]methyl}methansulfonamid ClC1=CC=C(C=C1)[C@@]1(N(C(C2=CC(=CC=C12)C(C)(C)O)=O)CC1=CC=C(C=C1)Cl)OCC1(CC1)CNS(=O)(=O)C